Methyl-6-methylpyridine-3-carboxylate COC(=O)C=1C=NC(=CC1)C